1-(9H-fluoren-9-yl)-3-oxo-2,7,10-trioxa-4-azadodecane-12-oic acid tert-butyl ester C(C)(C)(C)OC(COCCOCCNC(OCC1C2=CC=CC=C2C=2C=CC=CC12)=O)=O